N-(Cyclopropylmethyl)-6-{4-[1-(1,1-difluoropropan-2-yl)piperidin-4-yl]-1,4-diazepan-1-yl}pyridine-2-carboxamide C1(CC1)CNC(=O)C1=NC(=CC=C1)N1CCN(CCC1)C1CCN(CC1)C(C(F)F)C